2-iodoethyl-triphenylphosphine iodide [I-].ICCC1=C(C=CC=C1)P(C1=CC=CC=C1)C1=CC=CC=C1